N-(2,6-dimethoxypyrimidin-4-yl)-4-thioureidobenzamide COC1=NC(=CC(=N1)NC(C1=CC=C(C=C1)NC(=S)N)=O)OC